N[C@H](CC1=C(C=2N=NN=C(C2S1)NCC=1SC=CC1)C)C (S)-6-(2-Aminopropyl)-7-methyl-N-(thiophen-2-ylmethyl)thieno[3,2-d][1,2,3]triazin-4-amine